F[C@@H]1CN(CCC1)C=1N=CC(=NC1)C=1SC=2C(N(CCC2N1)C(=O)OC(C)(C)C)=O tert-butyl (S)-2-(5-(3-fluoropiperidin-1-yl)pyrazin-2-yl)-4-oxo-6,7-dihydrothiazolo[5,4-c]pyridine-5(4H)-carboxylate